Benzyl 3-formyl-4-methyl-5-oxopiperazine-1-carboxylate C(=O)C1CN(CC(N1C)=O)C(=O)OCC1=CC=CC=C1